ClC1=CC=C(OC2=C(C=C(C=C2)NC(CC2=C(C=C(C(=C2)Cl)C#N)Cl)=O)S(N)(=O)=O)C=C1 N-[4-(4-chlorophenoxy)-3-sulfamylphenyl]-2-(2,5-dichloro-4-cyanophenyl)acetamide